tetrahydro-1H,3H-pyrrolo[1,2-c]oxazol-3-one C1C2N(C(O1)=O)CCC2